BrC1=CC=2[C@@](C3=CC=CC=C3C2C=C1)(C(=O)N1[C@@H]2CC([C@H]([C@H]1C(=O)N[C@@H](C[C@H]1C(NCCC1)=O)C#N)CC2)(F)F)O (1S,3S,4S)-2-((S)-2-bromo-9-hydroxy-9H-fluorene-9-carbonyl)-N-((S)-1-cyano-2-((S)-2-oxopiperidin-3-yl)ethyl)-5,5-difluoro-2-azabicyclo[2.2.2]octane-3-carboxamide